C(C)(C)(C)OC(=O)NC1CCC(CC1)C=1SC=C(N1)C(=O)N[C@@H](CO)C(=O)OC methyl (2-(4-((tert-butoxycarbonyl)amino)cyclohexyl)thiazole-4-carbonyl)-L-serinate